C(C1=CC=CC=C1)NC(O[C@H]1[C@H](NC[C@@H]1O)CC1=CC=C(C=C1)C1CC1)=O (2R,3S,4S)-2-[(4-cyclopropylphenyl)methyl]-4-hydroxypyrrolidin-3-yl N-benzylcarbamate